2-((1r,4r)-4-((4,6-difluoro-5-(4'-((3-(2-methoxyethoxy)azetidin-1-yl)methyl)-[1,1'-biphenyl]-4-yl)-1H-benzo[d]imidazol-2-yl)oxy)cyclohexyl)acetic acid FC1=C(C(=CC=2NC(=NC21)OC2CCC(CC2)CC(=O)O)F)C2=CC=C(C=C2)C2=CC=C(C=C2)CN2CC(C2)OCCOC